N-(2-(2-((5-fluoro-2-methylbenzyl)amino)-5-oxo-5,7-dihydro-6H-pyrrolo[3,4-b]pyridin-6-yl)ethyl)acetamide FC=1C=CC(=C(CNC2=CC=C3C(=N2)CN(C3=O)CCNC(C)=O)C1)C